(E)-4-(dimethylamino)-1-(10-((4-(2-fluoro-5-methylphenoxy)phenyl)amino)-2,3-dihydro-4H-[1,4]oxazino[2,3-f]quinazolin-4-yl)but-2-en-1-one CN(C/C=C/C(=O)N1CCOC2=C3C(=NC=NC3=CC=C21)NC2=CC=C(C=C2)OC2=C(C=CC(=C2)C)F)C